bis-carbene iridium C=[Ir]=C